C1(=CC=CC=C1)C=1N=C(C2=C(N1)CN(C2)CCS(=O)(=O)F)C2=NN(C=C2)CC=2C=NC=CC2 2-(2-phenyl-4-(1-(pyridin-3-ylmethyl)-1H-pyrazol-3-yl)-5,7-dihydro-6H-pyrrolo[3,4-d]pyrimidin-6-yl)ethane-1-sulfonyl fluoride